3-glycidylpropyltriethoxysilane tert-butyl-3-[[5-[2-(3-chlorophenoxy)pyrimidin-5-yl]-3-pyridyl]amino]azetidine-1-carboxylate C(C)(C)(C)OC(=O)N1CC(C1)NC=1C=NC=C(C1)C=1C=NC(=NC1)OC1=CC(=CC=C1)Cl.C(C1CO1)CCC[Si](OCC)(OCC)OCC